1-bromomethyl-3,5-dimethyl-2,4,6-tri(3,5-di-tert-butyl-4-methoxybenzyl)benzene BrCC1=C(C(=C(C(=C1CC1=CC(=C(C(=C1)C(C)(C)C)OC)C(C)(C)C)C)CC1=CC(=C(C(=C1)C(C)(C)C)OC)C(C)(C)C)C)CC1=CC(=C(C(=C1)C(C)(C)C)OC)C(C)(C)C